BrC1=C(C=C(C=N1)NC(C)=O)F N-(6-bromo-5-fluoro-3-pyridinyl)acetamide